C(C)(C)(C)OC(=O)NC1(CCCCC1)C(=O)NNC(=O)C=1C=CC2=C(NC([C@H](CS2)NC(OC(C)(C)C)=O)=O)C1 tert-butyl N-[(3R)-7-[[[1-(tert-butoxycarbonylamino)cyclohexanecarbonyl]amino]carbamoyl]-4-oxo-3,5-dihydro-2H-1,5-benzothiazepin-3-yl]carbamate